1-methyl-1-allyl-1-silacyclohexane C[Si]1(CCCCC1)CC=C